S1C(=CC=C1)C1OCCC(C1)(O)C (thiophen-2-yl)-4-methyl-tetrahydropyran-4-ol